C(#CC)[Mg]Br (prop-1-yn-1-yl)magnesium bromide